C(C1=CC=CC=C1)N1C(N(SC1=O)C1=C(C=CC=C1)CC1=CC=CC=C1)=O 4-benzyl-2-(benzyl-phenyl)-[1,2,4]thiadiazolidine-3,5-dione